[O-]CCCC.[Zr+4].C(C)(=O)CC(C)=O.[O-]CCCC.[O-]CCCC.[O-]CCCC Acetylacetone zirconium butoxide